bis(1-pentylpyridine) bromide salt [Br-].C(CCCC)N1CC=CC=C1.C(CCCC)N1CC=CC=C1